phenylpyrazoleanilide C1(=CC=CC=C1)C=1C(=NNC1)C(=O)NC1=CC=CC=C1